The molecule is a dicarboxylic acid dianion obtained by removal of a proton from both of the carboxylic acid groups of 5-dehydro-4-deoxy-D-glucarate. It derives from a D-glucarate(2-). It is a conjugate base of a 5-dehydro-4-deoxy-D-glucarate(1-). C([C@@H]([C@H](C(=O)[O-])O)O)C(=O)C(=O)[O-]